Cl.CN1N=CC(=C1)NS(=O)(=O)N N-(1-methyl-1H-pyrazol-4-yl)sulfamide hydrochloride